C(C)(C)(C)OC(=O)N1CC(CCC1)(C=1C=NC(=CC1)CO)F 3-fluoro-3-(6-(hydroxymethyl)pyridin-3-yl)piperidine-1-carboxylic acid tert-butyl ester